Cl.FC(C1NCCC1)F 2-(difluoromethyl)pyrrolidine hydrochloride